4-cyclopropyl-3-(2-(trifluoromethyl)phenyl)-N-(2-(trifluoromethyl)pyridin-4-yl)isothiazole-5-carboxamide C1(CC1)C=1C(=NSC1C(=O)NC1=CC(=NC=C1)C(F)(F)F)C1=C(C=CC=C1)C(F)(F)F